5-(9-((1-(4-Amino-5-methoxy-2-(1-methyl-1H-pyrazol-4-yl)phenyl)piperidin-4-yl)methyl)-3,9-diazaspiro[5.5]undecan-3-yl)-2-(2,6-dioxopiperidin-3-yl)6-fluoroisoindoline-1,3-Dione NC1=CC(=C(C=C1OC)N1CCC(CC1)CN1CCC2(CCN(CC2)C=2C=C3C(N(C(C3=CC2F)=O)C2C(NC(CC2)=O)=O)=O)CC1)C=1C=NN(C1)C